(R)-N-(1-(2-(benzyloxy)-3,7-dimethyl-4-oxo-4H-pyrido[1,2-a]pyrimidin-9-yl)ethylidene)-2-methylpropane-2-sulfinamide C(C1=CC=CC=C1)OC=1N=C2N(C(C1C)=O)C=C(C=C2C(C)=N[S@](=O)C(C)(C)C)C